C(C)(C)(C)OC(=O)N1C2COCC1CN(C2)C2=NC=C(C=C2)C=2C=1N(C=C(C2)OCC(C)(C)O)N=CC1C#N 7-(5-(3-cyano-6-(2-hydroxy-2-methylpropyloxy)pyrazolo[1,5-a]pyridin-4-yl)pyridin-2-yl)-3-oxa-7,9-diazabicyclo[3.3.1]nonane-9-carboxylic acid tert-butyl ester